6-chloro[1,2,4]triazolo[4,3-b]pyridazin ClC=1C=CC=2N(N1)C=NN2